CC1(N(CCC1)CCC(=O)NC=1C=C(C(=NC1)C)NC(=O)C1=NN=C2N1C=CC(=C2)C2=C1C=NN(C1=CC=C2)C)C N-(5-(3-(2,2-dimethylpyrrolidin-1-yl)propanamido)-2-methylpyridin-3-yl)-7-(1-methyl-1H-indazol-4-yl)-[1,2,4]triazolo[4,3-a]pyridine-3-carboxamide